2-[4-[4-[6-Chloro-4-(trifluoromethyl)-2-pyridyl]piperazin-1-yl]sulfonylphenyl]-2,8-diazaspiro[4.5]decan-3-one ClC1=CC(=CC(=N1)N1CCN(CC1)S(=O)(=O)C1=CC=C(C=C1)N1CC2(CC1=O)CCNCC2)C(F)(F)F